methyl 5-ethylsulfanylfuran-2-carboxylate C(C)SC1=CC=C(O1)C(=O)OC